Cl.C(C)OC=1C(=CC=2N(C1)N=C(C2)C)C(=O)NC=2N=NC(=CC2)N2C[C@@H](NCC2)C (S)-6-ethoxy-2-methyl-N-(6-(3-methylpiperazin-1-yl)pyridazin-3-yl)pyrazolo[1,5-a]pyridine-5-carboxamide HCl salt